3-((S)-3-(((S)-8-((4'-(aminomethyl)-3-ethoxy-[1,1'-biphenyl]-4-yl)sulfonyl)-1-oxa-8-azaspiro[4.5]decan-3-yl)amino)-2-hydroxypropoxy)-N-methylbenzenesulfonamide dihydrochloride Cl.Cl.NCC1=CC=C(C=C1)C1=CC(=C(C=C1)S(=O)(=O)N1CCC2(C[C@@H](CO2)NC[C@@H](COC=2C=C(C=CC2)S(=O)(=O)NC)O)CC1)OCC